ethyl (E)-3-(3,4-bis(benzyloxy)phenyl)acrylate C(C1=CC=CC=C1)OC=1C=C(C=CC1OCC1=CC=CC=C1)/C=C/C(=O)OCC